(R)-1-ethyl-4-((5-fluoro-6-(2-hydroxy-4-(trifluoromethyl)phenyl)-2H-pyrazolo[3,4-b]pyridin-2-yl)methyl)pyrrolidin-2-one C(C)N1C(C[C@H](C1)CN1N=C2N=C(C(=CC2=C1)F)C1=C(C=C(C=C1)C(F)(F)F)O)=O